C(C)(C)(C)[SiH](C1=CC=C(C=C1)CO)C(C)(C)C (4-(di-tert-butylsilyl)phenyl)methanol